O=C1NC(CCC1N1C(C2=CC=CC(=C2C1=O)N1CCC(CC1)CN1CCNCC1)=O)=O 2-(2,6-dioxopiperidin-3-yl)-4-(4-(piperazin-1-ylmethyl)piperidin-1-yl)isoindoline-1,3-dione